C1N=NC=2N1C1=C(C=NC2)C=CC=C1 benzo[f][1,2,4]triazolo[4,3-a][1,4]diazepin